(4-(4-(((4-fluorophenyl)sulfinyl)methyl)-1H-imidazol-1-yl)phenyl)-5-(trifluoromethyl)-1,2,4-oxadiazole FC1=CC=C(C=C1)S(=O)CC=1N=CN(C1)C1=CC=C(C=C1)C1=NOC(=N1)C(F)(F)F